[3-[[Ethyl(methyl)sulfamoyl]amino]-2,6-difluoro-benzoyl]-5-(6-piperazin-1-yl-3-pyridyl)-1H-pyrrolo[2,3-b]pyridine C(C)N(S(=O)(=O)NC=1C(=C(C(=O)N2C=CC=3C2=NC=C(C3)C=3C=NC(=CC3)N3CCNCC3)C(=CC1)F)F)C